copper iron-nickel [Ni].[Fe].[Cu]